6-(trifluoromethyl)imidazo[2,1-b][1,3,4]Thiadiazole FC(C=1N=C2SC=NN2C1)(F)F